ClC1=C(N=C(NC1=O)C1=CC(=NC=C1)F)SC1CCOCC1 5-chloro-2-(2-fluoro-4-pyridinyl)-4-tetrahydropyran-4-ylsulfanyl-1H-pyrimidin-6-one